O1C(CCCC1)OCCCCCC(=O)O.C(CCC=C)(=O)N (pent-4-enamide) 6-((tetrahydro-2H-pyran-2-yl)oxy)hexanoate